N,N-diethyl-3-hydroxy-4-(spiro[chromene-2,4'-piperidine]-4-yl)benzamide C(C)N(C(C1=CC(=C(C=C1)C1=CC2(CCNCC2)OC2=CC=CC=C12)O)=O)CC